N-[[6-(1-isopropyl-3,5-dimethyl-pyrazole-4-carbonyl)-6-azaspiro[2.5]octan-2-yl]methyl]furo[2,3-c]pyridine-2-carboxamide C(C)(C)N1N=C(C(=C1C)C(=O)N1CCC2(C(C2)CNC(=O)C2=CC=3C(=CN=CC3)O2)CC1)C